4-(5-(3-(Cyclopentyloxy)-4-methoxyphenyl)pyridin-3-yl)-1,2-oxaborolan-2-ol C1(CCCC1)OC=1C=C(C=CC1OC)C=1C=C(C=NC1)C1CB(OC1)O